1-(4-nitrophenyl)-2-propanone [N+](=O)([O-])C1=CC=C(C=C1)CC(C)=O